C(N)(=O)C1=NN=C(O1)[C@H]1N2C(N([C@H](C=C1C)C2)OC(C(=O)[O-])F)=O.[Li+] lithium 2-[[(2S,5R)-2-(5-carbamoyl-1,3,4-oxadiazol-2-yl)-3-methyl-7-oxo-1,6-diazabicyclo[3.2.1]oct-3-en-6-yl] oxy]-2-fluoro-acetate